N-(4-([1,2,4]triazolo[1,5-a]pyridin-6-yloxy)-3-methylphenyl)-5,6,7,8-tetrahydropyrido[4',3':4,5]thieno[2,3-d]pyrimidin-4-amine N=1C=NN2C1C=CC(=C2)OC2=C(C=C(C=C2)NC=2C1=C(N=CN2)SC2=C1CCNC2)C